N-((4R,5S,7R,8R,9S,10R)-8,10-dihydroxy-7-(hydroxymethyl)-9-(4-(3,4,5-Trifluorophenyl)-1H-1,2,3-triazol-1-yl)-1,6-dioxaspiro[4.5]decan-4-yl)-3-fluoroquinoline-5-carboxamide O[C@H]1[C@H](O[C@@]2([C@@H](CCO2)NC(=O)C=2C=3C=C(C=NC3C=CC2)F)[C@@H]([C@H]1N1N=NC(=C1)C1=CC(=C(C(=C1)F)F)F)O)CO